(S)-2-amino-4-(3,5-difluoro-4-(trifluoromethyl)phenyl)butanoic acid N[C@H](C(=O)O)CCC1=CC(=C(C(=C1)F)C(F)(F)F)F